5-amino-8-[2-chloro-6-(hydroxymethyl)-4-pyridyl]-2-[(1-methylimidazol-2-yl)methyl]-7-phenyl-[1,2,4]triazolo[4,3-c]pyrimidin-3-one NC1=NC(=C(C=2N1C(N(N2)CC=2N(C=CN2)C)=O)C2=CC(=NC(=C2)CO)Cl)C2=CC=CC=C2